3-((1-(4-Fluorobenzoyl)-4-hydroxypiperidin-4-yl)methyl)-7-(piperidin-4-yl)-3,7-dihydro-4H-pyrrolo[2,3-d]pyrimidin-4-one trifluoroacetic acid salt FC(C(=O)O)(F)F.FC1=CC=C(C(=O)N2CCC(CC2)(O)CN2C=NC3=C(C2=O)C=CN3C3CCNCC3)C=C1